α-ketoglutarate calcium [Ca+2].O=C(C(=O)[O-])CCC(=O)[O-]